Di-Butyltin C(CCC)[Sn]CCCC